7-bromo-5-(2-fluoro-6-methyl-phenyl)isoquinoline BrC1=CC(=C2C=CN=CC2=C1)C1=C(C=CC=C1C)F